C(#N)CCC[Si](F)(C)C 3-cyanopropyl-dimethyl-fluorosilane